2-methoxy-4H,5H,6H-cyclopenta[b]thiophene-3-carboxylic acid COC1=C(C2=C(S1)CCC2)C(=O)O